C[C@H]1CN(CCN1C)C1=CC=C2N=CC(=NC2=C1)C=1C=NN(C1)[C@@H]1C[C@H](C1)CCCNC=1C=C2C(N(C(C2=CC1)=O)C1C(NC(CC1)=O)=O)=O 5-((3-(trans-3-(4-(7-((S)-3,4-dimethylpiperazin-1-yl)quinoxalin-2-yl)-1H-pyrazol-1-yl)cyclobutyl)propyl)amino)-2-(2,6-dioxopiperidin-3-yl)isoindoline-1,3-dione